5-[2-(2,6-dichlorophenyl)-5-(2,4-difluorophenyl)-1H-imidazol-4-yl]-3-isobutyl-3H-imidazo[4,5-b]pyridin-2-ylamine mesylate S(C)(=O)(=O)O.ClC1=C(C(=CC=C1)Cl)C=1NC(=C(N1)C1=CC=C2C(=N1)N(C(=N2)N)CC(C)C)C2=C(C=C(C=C2)F)F